ClC1=CC=C(C(=N1)C(=O)OC(C)(C)C)N[C@H](C)C=1C=C(C=C2C(C(=C(OC12)C=1C=NC=C(C1)C#N)C)=O)C tert-Butyl 6-chloro-3-[[(1R)-1-[2-(5-cyano-3-pyridyl)-3,6-dimethyl-4-oxo-chromen-8-yl]ethyl]amino]pyridine-2-carboxylate